1-methyl-1,2,3-triazol-4-amine CN1N=NC(=C1)N